N-Methyl-N-(1-phenylpropan-2-yl)aniline CN(C1=CC=CC=C1)C(CC1=CC=CC=C1)C